N-benzyl-N-[3-(benzyloxy)cyclohexyl]-6-nitropyridin-3-amine C(C1=CC=CC=C1)N(C=1C=NC(=CC1)[N+](=O)[O-])C1CC(CCC1)OCC1=CC=CC=C1